FC1=C(C=CC(=C1)F)C\C=C\C1=CC=C(C=C1)O (E)-1-(2,4-Difluorophenyl)-3-(4-hydroxyphenyl)prop-2-en